5-(1-(azetidin-1-ylsulfonyl)piperidin-4-yl)-8-fluoro-5H-imidazo[5,1-a]isoindole N1(CCC1)S(=O)(=O)N1CCC(CC1)C1N2C(C3=CC(=CC=C13)F)=CN=C2